C(C)(C)(C)N1C=C(C=2C1=NC(=CC2)C(=O)N2C(CN(CC2)C2=NC(=C(C(=O)O)C(=C2)C)C)(C)C)C2=CC(=C(C=C2)F)F 6-(4-(1-(tert-butyl)-3-(3,4-difluorophenyl)-1H-pyrrolo[2,3-b]pyridine-6-carbonyl)-3,3-dimethylpiperazin-1-yl)-2,4-dimethylnicotinic acid